6-methylisoquinolinium ethyl-acetate C(C)OC(C)=O.CC=1C=C2C=C[NH+]=CC2=CC1